O1C=C(C2=C1C=CC=C2)C[C@H](NC(=O)C2CC21C(CCCC1)=O)B(O)O ((1R)-2-(benzofuran-3-yl)-1-(4-oxospiro[2.5]octane-1-carboxamido)ethyl)boronic acid